CC1=C(C(=CC=C1)C)C=1C=C2C(C3(N(C(C2=CC1)=O)CC1=CC(=C(C=C1)C(F)(F)F)F)CCCC3)C(=O)O 6'-(2,6-dimethylphenyl)-2'-(3-fluoro-4-(trifluoromethyl)benzyl)-1'-oxo-1',4'-dihydro-2'H-spiro[cyclopentane-1,3'-isoquinoline]-4'-carboxylic acid